2-ethyl-N-[(2S)-1-hydroxy-4-methylpent-2-yl]butanamide C(C)C(C(=O)N[C@H](CO)CC(C)C)CC